4-(((1R,4R)-4-Hydroxycyclohexyl)amino)-N-(4-(4-methylpiperazin-1-yl)phenyl)-6-oxo-1,6-dihydropyrimidine-5-carboxamide OC1CCC(CC1)NC=1N=CNC(C1C(=O)NC1=CC=C(C=C1)N1CCN(CC1)C)=O